C(C)OC=1C(=CC(=C(C1)C=1CCN(CC1)C(=O)OC(C)(C)C)C)[N+](=O)[O-] tert-butyl 4-(5-ethoxy-2-methyl-4-nitro-phenyl)-3,6-dihydro-2H-pyridine-1-carboxylate